(S)-N-((R)-(5-fluoro-2-methoxyphenyl)(1-(benzenesulfonyl)-1H-indol-2-yl)methyl)-2-methylpropan-2-sulfinamide FC=1C=CC(=C(C1)[C@@H](N[S@@](=O)C(C)(C)C)C=1N(C2=CC=CC=C2C1)S(=O)(=O)C1=CC=CC=C1)OC